(S)-3-(3-chloro-4-fluorophenyl)-1-(1-(7-fluoro-2-methyl-1-oxo-1,2-dihydroisoquinolin-4-yl)ethyl)-1-methyl-urea ClC=1C=C(C=CC1F)NC(N(C)[C@@H](C)C1=CN(C(C2=CC(=CC=C12)F)=O)C)=O